C1(CCCCC1)NCCC1=CC=C(N)C=C1 4-(2-(cyclohexylamino)ethyl)aniline